C(#N)C1=CC=C(COC2=C(C=CC(=N2)C2CCN(CC2)CC2=NC3=C(N2C[C@@H]2OCCC2)C=C(C=C3)C(=O)O)F)C=C1 2-[(4-{6-[(4-cyanobenzyl)oxy]-5-fluoropyridin-2-yl}piperidin-1-yl)methyl]-1-[(2R)-tetrahydrofuran-2-ylmethyl]-1H-benzimidazole-6-carboxylic acid